pyrimidylbiphenyl N1=C(N=CC=C1)C1=C(C=CC=C1)C1=CC=CC=C1